C1(=CC=CC=2C3=CC=CC=C3CC12)COC(=O)C(C(=O)O)C(C1=C(C=CC=C1)[N+](=O)[O-])N fluorenylmethoxycarbonyl-3-amino-3-(2-nitrophenyl)propionic acid